O=C(CC(=O)O)CC(CCC(=O)O)=O 3,5-dioxooctane-dioic acid